(4-fluorophenyl)(4-(((1r,4r)-4-(hydroxymethyl)cyclohexyl)amino)-2-((1-methyl-1H-pyrazol-4-yl)amino)-7H-pyrrolo[2,3-d]pyrimidin-5-yl)Methanoneoximinooxygen FC1=CC=C(C=C1)C1=C(C2=C(N=C(N=C2NC2CCC(CC2)CO)NC=2C=NN(C2)C)N1)C(=O)ON=O